NC=1N=C(N(C(C1I)=O)C)N1CCC2(CC1)[C@@H](C1=CC=CC=C1C2)N[S@](=O)C(C)(C)C (R)-N-((S)-1'-(4-amino-5-iodo-1-methyl-6-oxo-1,6-dihydropyrimidin-2-yl)-1,3-dihydrospiro[indene-2,4'-piperidin]-1-yl)-2-methylpropane-2-sulfinamide